Ethyl (2S,3R)-3-[(2-aminopyridin-4-yl)methyl]-4-oxo-1-{[(1R)-1-phenylethyl]carbamoyl}azetidine-2-carboxylate NC1=NC=CC(=C1)C[C@@H]1[C@H](N(C1=O)C(N[C@H](C)C1=CC=CC=C1)=O)C(=O)OCC